O1C(OCC1)C1=C(C=O)C(=CC(=C1)F)F (1,3-dioxolan-2-yl)-4,6-difluorobenzaldehyde